Bis(3-aminopropyl)piperazine tert-butyl-4-((1-(4-nitrophenyl)piperidin-4-yl)methyl)piperazine-1-carboxylate C(C)(C)(C)OC(=O)N1CCN(CC1)CC1CCN(CC1)C1=CC=C(C=C1)[N+](=O)[O-].NCCCN1CCN(CC1)CCCN